4-fluoro-1-methyl-N-[4-(trifluoromethoxy)phenyl]-6-vinylindazole-3-carboxamide FC1=C2C(=NN(C2=CC(=C1)C=C)C)C(=O)NC1=CC=C(C=C1)OC(F)(F)F